C(C)(C)[NH2+]C(C)C Diisopropylaminium